4-Cyclopropyl-5-(2-(dimethylamino)ethyl)pyridin-2(1H)-one C1(CC1)C1=CC(NC=C1CCN(C)C)=O